2-Amino-5-(5-fluorobenzothiazol-2-yl)benzonitrile NC1=C(C#N)C=C(C=C1)C=1SC2=C(N1)C=C(C=C2)F